FC1(C(C1)C(=O)NC1=NC=C2C=C(C(N(C2=C1)C)=O)C=1C=NC(=CC1C)C(CC=C)O)F 2,2-difluoro-N-(3-(6-(1-hydroxybut-3-en-1-yl)-4-methylpyridin-3-yl)-1-methyl-2-oxo-1,2-dihydro-1,6-naphthyridin-7-yl)cyclopropane-1-carboxamide